1-phenyl-1,2-epoxypropane C1(=CC=CC=C1)C1C(C)O1